t-butyl 4-[3-[(2,6-dibenzyloxy-3-pyridyl)amino]phenyl]piperazine-1-carboxylate C(C1=CC=CC=C1)OC1=NC(=CC=C1NC=1C=C(C=CC1)N1CCN(CC1)C(=O)OC(C)(C)C)OCC1=CC=CC=C1